1-Phenyl-3-(1-phenylazepan-2-yl)-1H-pyrrole-2,5-dione C1(=CC=CC=C1)N1C(C(=CC1=O)C1N(CCCCC1)C1=CC=CC=C1)=O